ClC=1C=C(C=NC1C)C(CN1N=C(C(=C1C(=O)OCC)C1CC1)C(=O)OCC)=O Diethyl 1-[2-(5-chloro-6-methylpyridin-3-yl)-2-oxoethyl]-4-cyclopropyl-1H-pyrazole-3,5-dicarboxylate